2-(5-fluoro-2-(4-(2-oxooxazolidin-3-yl)-3-(1-(2,2,2-trifluoroethyl)-1H-indazole-3-carboxamido)benzamido)phenyl)acetic acid FC=1C=CC(=C(C1)CC(=O)O)NC(C1=CC(=C(C=C1)N1C(OCC1)=O)NC(=O)C1=NN(C2=CC=CC=C12)CC(F)(F)F)=O